2-(HYDROXYMETHYL)-1H-PYRROLE-3-CARBALDEHYDE OCC=1NC=CC1C=O